3-(4-(1,3-dioxolan-2-yl)cyclohexyl)-5-(benzyloxy)pyrazolo[1,5-a]pyridine O1C(OCC1)C1CCC(CC1)C=1C=NN2C1C=C(C=C2)OCC2=CC=CC=C2